1-[4-(dimethylamino)-3-methylphenyl]ethanone CN(C1=C(C=C(C=C1)C(C)=O)C)C